S1C2=C(C=C1)C(=CC=C2)N2CCN(CC2)CCCCOC2=CC=C1C=CC(N(C1=C2)C(C(CC)C)=O)=O 7-(4-(4-(benzo[b]thiophen-4-yl)piperazin-1-yl)butoxy)-1-(2-methylbutanoyl)quinolin-2(1H)-one